NC1CCC(CC1)NC1=NC2=C(C=C(C=C2C=N1)C1=C(C=C(C=N1)NS(=O)(=O)C1=C(C=CC=C1)Cl)OC)CC N-(6-(2-(((1r,4r)-4-aminocyclohexyl)amino)-8-ethylquinazolin-6-yl)-5-methoxypyridin-3-yl)-2-chloro-benzenesulfonamide